N-(3-([1,3]dioxolo[4,5-d]pyrimidin-7-yl)-1H-pyrazol-5-yl)-4-((1-methylpiperidin-4-yl)amino)benzamide O1COC=2N=CN=C(C21)C2=NNC(=C2)NC(C2=CC=C(C=C2)NC2CCN(CC2)C)=O